N1C(=CC=C1)\C=C\1/C(NC2=CC(=CC=C12)NC=1C=C(C=CC1C)NC(=O)NC1=C(C(=CC(=C1)C(F)(F)F)OCCOCCOCCOCCN=[N+]=[N-])F)=O (Z)-1-(3-((3-((1H-pyrrol-2-yl)methylene)-2-oxoindolin-6-yl)amino)-4-methylphenyl)-3-(3-(2-(2-(2-(2-azidoethoxy)ethoxy)ethoxy)ethoxy)-2-fluoro-5-(trifluoromethyl)phenyl)urea